ethyl-dimethyl-propyl-ammonium trifluoroacetate FC(C(=O)[O-])(F)F.C(C)[N+](CCC)(C)C